FC1=C(C(=C(CN[C@@H]2C[C@H](C2)OC)C=C1)C)C=1C=C2C(=CN1)NN=C2C=2C=NN(C2)C trans-N-(4-Fluoro-2-methyl-3-(3-(1-methyl-1H-pyrazol-4-yl)-1H-pyrazolo[3,4-c]pyridin-5-yl)benzyl)-3-methoxycyclobutanamine